C(CC)(=O)OCC=O 2-OXOETHYL PROPIONATE